FC(C1=C(C(=O)NC2=C(C=C(C(=C2)C=2C=NC(=NC2)N2C[C@H](OCC2)C)F)N2C[C@@H](N([C@@H](C2)C)C)C)C=CC(=C1)F)F 2-(difluoromethyl)-4-fluoro-N-(4-fluoro-5-(2-((R)-2-methylmorpholino)pyrimidin-5-yl)-2-((3S,5R)-3,4,5-trimethylpiperazin-1-yl)phenyl)benzamide